tert-butyl 4-(4-oxo-4,9-dihydro-3H-pyrimido[4,5-b]indol-6-yl)-3,6-dihydropyridine-1(2H)-carboxylate O=C1NC=NC=2NC3=CC=C(C=C3C21)C=2CCN(CC2)C(=O)OC(C)(C)C